7-Chloro-1-methyl-4-((1R,3r,5S)-8-(4-(trifluoromethoxy)benzyl)-8-azabicyclo[3.2.1]octan-3-yl)-1,4-dihydropyrido[2,3-b]pyrazine-2,3-dione ClC1=CC2=C(N(C(C(N2C)=O)=O)C2C[C@H]3CC[C@@H](C2)N3CC3=CC=C(C=C3)OC(F)(F)F)N=C1